FC1(OC2=C(O1)C=CC(=C2)N=C=S)F 2,2-difluoro-5-isothiocyanato-1,3-benzodioxole